6-chloro-5-fluoro-4-methylpyridin-3-amine hydrochloride Cl.ClC1=C(C(=C(C=N1)N)C)F